C(#N)C1=C(NC=2C=C3C(N(C=NC3=CC2)CC2CCN(CC2)C(=O)OC(C)(C)C)=O)C=CC=C1NS(N(C)CC)(=O)=O tert-butyl 4-[[6-[2-cyano-3-[[ethyl(methyl)sulfamoyl]amino]anilino]-4-oxo-quinazolin-3-yl]methyl]piperidine-1-carboxylate